1-octylnonyl 8-[3-[2-[2-[2-(1H-imidazole-4-carbonylamino)ethoxy]ethoxy]ethylcarbamoyloxy]-2-[8-(1-octylnonoxy)-8-oxo-octoxy]propoxy]octanoate N1C=NC(=C1)C(=O)NCCOCCOCCNC(=O)OCC(COCCCCCCCC(=O)OC(CCCCCCCC)CCCCCCCC)OCCCCCCCC(=O)OC(CCCCCCCC)CCCCCCCC